BrC1=CC(=C(C=C1)NC1N(C(C2=CN(C(C=C2C1C)=O)C)=O)OCCO)F ((4-bromo-2-fluorophenyl)amino)-2-(2-hydroxyethoxy)-4,7-dimethyl-3,4-dihydro-2,7-naphthyridine-1,6(2H,7H)-dione